N,N-dimethyl-3-hydroxyazetidinium chloride [Cl-].C[N+]1(CC(C1)O)C